BrC=1C=C(C=CC1)[C@@H](C)NC1=NC(=NC2=CC(=C(C=C12)OC)OCCCCCCCNC(CC(C1=CC=CC=C1)C1=CC=CC=C1)=O)C (R)-N-(7-((4-((1-(3-Bromophenyl)ethyl)amino)-6-methoxy-2-methylquinazolin-7-yl)oxy)heptyl)-3,3-diphenylpropanamide